FC=1C=C(OCCCN(C(OC(C)(C)C)=O)C)C=CC1[N+](=O)[O-] tert-butyl (3-(3-fluoro-4-nitrophenoxy)propyl)(methyl)carbamate